acetyl-3-(2-naphthyl)-D-alanine C(C)(=O)N[C@H](CC1=CC2=CC=CC=C2C=C1)C(=O)O